NC1=NC=2C(C=3N1N=C(N3)C=3OC=CC3)=CN(N2)C(C(=O)N2CCN(CC2)C2=CC=C(C=C2)OCCOC)CC 2-(5-amino-2-(furan-2-yl)-8H-pyrazolo[4,3-e][1,2,4]triazolo[1,5-c]pyrimidin-8-yl)-1-(4-(4-(2-methoxyethoxy)phenyl)piperazin-1-yl)butan-1-one